[N+](=O)([O-])C=1C=C(C=CC1OCC1CCN(CC1)C1COC1)S(=O)(=O)NC(C1=C(C=CC=C1)OC=1C=C2C(=NC1)NC=C2)=O N-({3-nitro-4-[(1-oxetan-3-ylpiperidin-4-yl)methoxy]phenyl}sulfonyl)-2-(1H-pyrrolo[2,3-b]pyridin-5-yloxy)benzamide